1-trimethoxysilyl-2-(4-methylpiperazine-1-yl)(trimethoxysilylpropylamino)methylsilyl-ethylene CO[Si](C(=CN1CCN(CC1)C)[SiH2]CNCCC[Si](OC)(OC)OC)(OC)OC